1-(4-(2,6-dioxopiperidin-3-yl)-3-fluorophenyl)piperidine-4-carboxylic acid O=C1NC(CCC1C1=C(C=C(C=C1)N1CCC(CC1)C(=O)O)F)=O